COC1=C(C=C2C(=NC(=NC2=C1)C)N[C@H](C)C1=CC(=CC=C1)C=1C=NNC1)OCCOC 7-methoxy-6-(2-methoxyethoxy)-2-methyl-N-{(1R)-1-[3-(1H-pyrazol-4-yl)phenyl]ethyl}quinazolin-4-amine